C(C)(O)([2H])[2H] ethan-1,1-d2-1-ol